ClC1=C(C(=O)P(CC(CC(C)(C)C)C)(C(C2=C(C=CC=C2Cl)Cl)=O)=O)C(=CC=C1)Cl bis(2,6-dichlorobenzoyl)-2,4,4-trimethylpentyl-phosphine oxide